tert-butyl 4-(4-(3-(5-cyanopyrazin-2-ylamino) isoxazol-5-yl)-3-methoxyphenyl)-5,6-dihydropyridine-1(2H)-carboxylate sodium hydride [H-].[Na+].C(#N)C=1N=CC(=NC1)NC1=NOC(=C1)C1=C(C=C(C=C1)C1=CCN(CC1)C(=O)OC(C)(C)C)OC